3-carbamoyl-3-(pyridin-2-yl)piperidine-1-carboxylic acid tert-butyl ester C(C)(C)(C)OC(=O)N1CC(CCC1)(C1=NC=CC=C1)C(N)=O